tert-butyl (2,4-dimethoxybenzyl)(5-((diphenylmethylene)amino)imidazo[1,5-a]pyrazin-8-yl)carbamate COC1=C(CN(C(OC(C)(C)C)=O)C=2C=3N(C(=CN2)N=C(C2=CC=CC=C2)C2=CC=CC=C2)C=NC3)C=CC(=C1)OC